4-[4-(4,4,5,5-tetramethyl-1,3,2-dioxaborolan-2-yl)-2-pyridyl]morpholine CC1(OB(OC1(C)C)C1=CC(=NC=C1)N1CCOCC1)C